C(#N)C1=CC=C(COP(O)(O)=O)C=C1 4-cyanobenzyl-phosphoric acid